2-((9H-purin-6-ylamino)methyl)-6-fluoro-3-(3-fluorophenyl)-4H-chromen-4-one N1=CN=C2NC=NC2=C1NCC=1OC2=CC=C(C=C2C(C1C1=CC(=CC=C1)F)=O)F